NC=1C2=C(N=CN1)N(C=C2)CC(=O)N2[C@@H]1C[C@@]1(C[C@H]2C(=O)NC2=NC(=CC=C2)Br)C (1R,3S,5R)-2-(2-(4-amino-7H-pyrrolo[2,3-d]pyrimidin-7-yl)acetyl)-N-(6-bromopyridin-2-yl)-5-methyl-2-azabicyclo[3.1.0]hexane-3-carboxamide